F[C@H]1CN(CC1)C1=CC=C(C=N1)C=1SC=2C(=CC(=NC2)N2CCNCC2)N1 (R)-2-(6-(3-fluoropyrrolidin-1-yl)pyridin-3-yl)-6-(piperazin-1-yl)thiazolo[4,5-d]pyridine